NC=1C(=NC(=C(N1)C=1OC=CN1)C=1C=CC=2N(C1)C(=CN2)Cl)C(=O)NC[C@H]2N(CCC2)C (S)-3-amino-6-(3-chloroimidazo[1,2-a]pyridin-6-yl)-N-((1-methylpyrrolidin-2-yl)methyl)-5-(oxazol-2-yl)pyrazine-2-carboxamide